C1(=CC=CC=C1)NC(=O)C=1SC(=CC1)C1=C(C=CC=C1)OC1CCNCC1 N-Phenyl-5-(2-(piperidin-4-yloxy)phenyl)thiophene-2-carboxamide